COC(=O)C1=C(N=NC(=C1)Cl)OC1=C(C=C(C=C1)F)C 6-chloro-3-(4-fluoro-2-methylphenoxy)pyridazine-4-carboxylic acid methyl ester